C(C)(C)(C)OOOC(=O)OCCCCCCOC(=O)OOOC(C)(C)C 1,6-di-(tert-butylperoxycarboxyloxy)hexane